ethyl 1H-pyrrolo[2,3-b]pyridine-2-carboxylate N1C(=CC=2C1=NC=CC2)C(=O)OCC